C(CCCCC)C1(CC1)C(=O)N n-hexylcyclopropane-1-carboxamide